tert-butyl(3-((3-chloro-2-methoxyphenyl)carbamothioyl)-4-hydroxy-2-oxo-5,6-dihydropyridin-1-yl) formate C(=O)ON1C(C(=C(C(C1)C(C)(C)C)O)C(NC1=C(C(=CC=C1)Cl)OC)=S)=O